methylcholanthrene CC1=C2CCC3=C2C(=CC4=C3C=CC5=CC=CC=C54)C=C1